(5-formyl-2,3-dihydro-1H-inden-2-yl)carbamic acid tert-butyl ester C(C)(C)(C)OC(NC1CC2=CC=C(C=C2C1)C=O)=O